3-{3-[(2,3-dihydroxypropyl)(methyl)carbamoyl]-5-(2-methoxyacetamido)benzamido}propane OC(CN(C(=O)C=1C=C(C(=O)NCCC)C=C(C1)NC(COC)=O)C)CO